7-Ethyl-1-(pyridin-3-yl)pyrido[2,3-d]pyrimidine-2,4(1H,3H)-dione C(C)C=1C=CC2=C(N(C(NC2=O)=O)C=2C=NC=CC2)N1